4-(benzyloxy)-2-bromo-6-hydroxybenzaldehyde C(C1=CC=CC=C1)OC1=CC(=C(C=O)C(=C1)O)Br